ON(C([O-])=O)CCC hydroxy-propyl-carbamate